C(C)(C)C1=C(NC2=CC=C(C=C12)C1OCCN(C1)CC(=O)NC)C=1C=C(C=2N(C1)N=CN2)C 2-(2-(3-Isopropyl-2-(8-methyl-[1,2,4]triazolo[1,5-a]pyridin-6-yl)-1H-indol-5-yl)morpholino)-N-methylacetamid